NC1(CC1)CC1C[C@H](N(C1=O)C(=O)OC(C)(C)C)C(=O)OC O1-tert-butyl O2-methyl (2S)-4-[(1-aminocyclopropyl)methyl]-5-oxo-pyrrolidine-1,2-dicarboxylate